C(#N)C1=C(SC2=C1C(=NC=C2F)C=2C1=C(C=3C=NC(=NC3C2F)N2C[C@H](CC2)N(C)CC(C)(C)O)COC1)NC(OC(C)(C)C)=O tert-Butyl (3-cyano-7-fluoro-4-(5-fluoro-3-((S)-3-((2-hydroxy-2-methylpropyl)(methyl)amino)pyrrolidin-1-yl)-7,9-dihydrofuro[3,4-f]quinazolin-6-yl)thieno[3,2-c]pyridin-2-yl)carbamate